N-((2R,3S)-1-(3,5-difluoro-4-hydroxypyridin-2-yl)-2-((((CIS)-4-phenylcyclohexyl)oxy)methyl)pyrrolidin-3-yl)methanesulfonamide FC=1C(=NC=C(C1O)F)N1[C@H]([C@H](CC1)NS(=O)(=O)C)CO[C@@H]1CC[C@@H](CC1)C1=CC=CC=C1